FC(C1=NC(=NO1)C1=CC2=C(CN(CC2)C(=O)OC2=CC=C(C=C2)F)S1)(F)F 4-fluorophenyl 2-(5-(trifluoromethyl)-1,2,4-oxadiazol-3-yl)-4,7-dihydrothieno[2,3-c]pyridine-6(5H)-carboxylate